2-(difluoromethyl)-4-(8-(4-(4-((1-(2-(2,6-dioxopiperidin-3-yl)-1,3-dioxoisoindolin-5-yl)piperidin-4-yl)methyl)piperazin-1-yl)benzoyl)-2,8-diazaspiro[4.5]decan-2-yl)benzonitrile FC(C1=C(C#N)C=CC(=C1)N1CC2(CC1)CCN(CC2)C(C2=CC=C(C=C2)N2CCN(CC2)CC2CCN(CC2)C=2C=C1C(N(C(C1=CC2)=O)C2C(NC(CC2)=O)=O)=O)=O)F